(±)-trans-1-Isoquinolin-5-yl-3-(4-phenylpyrrolidin-3-yl)thiourea C1=NC=CC2=C(C=CC=C12)NC(=S)N[C@@H]1CNC[C@H]1C1=CC=CC=C1 |r|